thioglycidyl-glycerol C(C1CS1)C(O)C(O)CO